(R)-3-(5-(difluoromethyl)-1,3,4-thiadiazol-2-yl)-N-(3-(fluoromethyl)oxetan-3-yl)-1-methyl-7-(3-methylpiperazin-1-yl)-2-oxo-2,3-dihydro-1H-benzo[d]imidazole-5-sulfonamide FC(C1=NN=C(S1)N1C(N(C2=C1C=C(C=C2N2C[C@H](NCC2)C)S(=O)(=O)NC2(COC2)CF)C)=O)F